3-{2-[(3,5-dimethylphenyl)amino]pyrimidin-4-yl}-N-(2-fluoroethyl)-1-methyl-1H-pyrazole-5-carboxamide CC=1C=C(C=C(C1)C)NC1=NC=CC(=N1)C1=NN(C(=C1)C(=O)NCCF)C